BrC=1C=C2C(=NC1)NC=C2NC(NC2=CC=C(C=C2)C(F)(F)F)=O 3-[5-Bromo-1H-pyrrolo[2,3-b]pyridin-3-yl]-1-[4-(trifluoromethyl)phenyl]urea